(R)-N-(6-(1-cyanospiro[2.2]pentan-1-yl)-7-fluoroisoquinolin-3-yl)cyclopropanecarboxamide C(#N)[C@@]1(CC12CC2)C=2C=C1C=C(N=CC1=CC2F)NC(=O)C2CC2